C(CCC)C1=NC2(C(N1CC1=C(C(=CC=C1)C1=C(C=CC=C1)CO)S(=O)(=O)N(COC)C1=NOC(=C1C)C)=O)CCCC2 ((2-butyl-4-oxo-1,3-diazaspiro[4.4]non-1-en-3-yl)methyl)-N-(4,5-dimethylisoxazol-3-yl)-2'-(hydroxymethyl)-N-(methoxymethyl)-[1,1'-biphenyl]-2-sulfonamide